NCC=1C=NC(=NC1)C1=C(C=C(C#N)C=C1)OC1=CN=NC(=C1)C1=NC=CC=C1 4-[5-(aminomethyl)pyrimidin-2-yl]-3-(6-pyridin-2-ylpyridazin-4-yl)oxybenzonitrile